5-benzylthio-3-cyclopropyl-7-(2-trimethylsilylethoxymethyl)-6,8-dihydrocyclopenta[g]Isoquinoline-7-carboxylic acid hydrochloride Cl.C(C1=CC=CC=C1)SC1=C2C=C(N=CC2=CC2=C1CC(C2)(C(=O)O)COCC[Si](C)(C)C)C2CC2